1-methyl-2-oxo-4-((4-(trifluoromethyl)phenyl)amino)-1,2-dihydropyridine-3-carbohydrazide CN1C(C(=C(C=C1)NC1=CC=C(C=C1)C(F)(F)F)C(=O)NN)=O